(R)-2-amino-2-methylhexan-1-ol N[C@@](CO)(CCCC)C